7-N-[4-(Diethylamino)butyl]-3-(3,5-dimethoxyphenyl)-1,6-naphthyridine-2,7-diamine C(C)N(CCCCNC1=NC=C2C=C(C(=NC2=C1)N)C1=CC(=CC(=C1)OC)OC)CC